1-(tert-butoxy)-6-chlorohexane C(C)(C)(C)OCCCCCCCl